C(=O)O.CN1N=C2N=CC(=CC2=C1)NC(=O)N1CCC=2C1=NC=CC2N2C[C@H](NCC2)C (R)-N-(2-methyl-2H-pyrazolo[3,4-b]pyridin-5-yl)-4-(3-methylpiperazin-1-yl)-2,3-dihydro-1H-pyrrolo[2,3-b]pyridine-1-carboxamide formate